CN(C(CCCCC)N)C N,N-dimethylhexanediamine